N1C[C@@H](CC1)CCNC(O[C@H]1[C@H](NC[C@@H]1O)CC1=CC=C(C=C1)C1=CN=CO1)=O (2R,3S,4S)-4-hydroxy-2-{[4-(1,3-oxazol-5-yl)phenyl]methyl}pyrrolidin-3-yl N-{2-[(3S)-pyrrolidin-3-yl]ethyl}carbamate